(R)-1-(4-(benzyloxy)-3-(3-phenylpropoxy)phenoxy)-3-((2-(2-(2-(4-(2-phenyl-5,7-bis(trifluoromethyl)pyrazolo[1,5-a]pyrimidin-3-yl)phenoxy)ethoxy)ethoxy)ethyl)amino)propan-2-ol C(C1=CC=CC=C1)OC1=C(C=C(OC[C@@H](CNCCOCCOCCOC2=CC=C(C=C2)C=2C(=NN3C2N=C(C=C3C(F)(F)F)C(F)(F)F)C3=CC=CC=C3)O)C=C1)OCCCC1=CC=CC=C1